C(#N)CC=1C=C(CNCCCCOC2CN(C2)C2=NC3=C(C4=CN=CC=C24)C=CC(=C3)C(=O)N)C=C(C1)C 5-(3-(4-((3-(cyanomethyl)-5-methylbenzyl)amino)butoxy)azetidin-1-yl)benzo[c][2,6]naphthyridine-8-carboxamide